(R)-1-(4-(5-((4-Amino-2-(sec-butoxy)imidazo[2,1-f][1,2,4]triazin-7-yl)methyl)-3-methylpyridin-2-yl)piperazin-1-yl)-2-(dimethylamino)ethan-1-on NC1=NC(=NN2C1=NC=C2CC=2C=C(C(=NC2)N2CCN(CC2)C(CN(C)C)=O)C)O[C@H](C)CC